(aminomethyl)-N,N-dimethyltetrahydro-2H-pyran-4-amine NCC1OCCC(C1)N(C)C